N,N'-bis(4-hydroxyphenyl)-biphenyltetracarboxylic acid diimide OC1=CC=C(C=C1)N=C(O)C1=C(C=C(C(=C1C(O)=NC1=CC=C(C=C1)O)C(=O)O)C(=O)O)C1=CC=CC=C1